CN(S(=O)(=O)C=1C=C(C=C2C=NNC12)C)CC1=CN=C(N1)C1=CC(N(C=C1)C)=O N,5-dimethyl-N-((2-(1-methyl-2-oxo-1,2-dihydropyridin-4-yl)-1H-imidazol-5-yl)methyl)-1H-indazole-7-sulfonamide